NC1=NC=2C3=C(C(CC2C=N1)(C)C)C(=NN3C3OCCCC3)C(=O)NC=3SC=C(N3)CC(=O)N3CCC(CC3)N3CCC(CC3)(F)F 8-amino-N-{4-[2-(4,4-difluoro-1,4'-bipiperidin-1'-yl)-2-oxoethyl]-1,3-thiazol-2-yl}-4,4-dimethyl-1-(tetrahydro-2H-pyran-2-yl)-4,5-dihydro-1H-pyrazolo[4,3-H]quinazoline-3-carboxamide